N1C(=CC=2C=NC=CC21)CNC(CN2C(=NC=C(C2=O)NC(=O)NCC2CCCCC2)C2=CC=CC=C2)=O N-((1H-pyrrolo[3,2-c]pyridin-2-yl)methyl)-2-(5-(3-(cyclohexylmethyl)ureido)-6-oxo-2-phenylpyrimidin-1(6H)-yl)acetamide